C(#N)C=1C=C(C=CC1)C1=NN=C(O1)N1C([C@@H]2N(CCNC2)CC1)=O (R)-8-(5-(3-Cyanophenyl)-1,3,4-oxadiazol-2-yl)-9-oxooctahydro-2H-pyrazino[1,2-a]pyrazin